(S)-3-hydroxy-3-phenylbutyronitrile O[C@](CC#N)(C)C1=CC=CC=C1